ClC1=C(C=CC(=C1)N1C=NN=C1)C(=O)N[C@@]1(CCC=2N(C3=CC=C(C=C3C2C=2C=CC=NC2)C)C1)C1=CC=CC=C1 5-[(7S)-7-({[2-Chloro-4-(4H-1,2,4-triazol-4-yl)phenyl]carbonyl}amino)-2-methyl-7-phenyl-6,7,8,9-tetrahydropyrido[1,2-a]indol-10-yl]pyridin